[Si](C)(C)(C(C)(C)C)OCCC=1N=C(OC1)C (tert-Butyldimethylsilyl)oxyethyl-2-methyloxazole